COC1=C(C=NC=C1)C1=NC=2N(C(=C1)C)N(CC2)C(C(F)(F)F)C 5-(4-methoxypyridin-3-yl)-7-methyl-N-(1,1,1-trifluoropropan-2-yl)pyrazolo[1,5-a]Pyrimidine